N-(1-(2-chloropyrimidin-4-yl)-4-methylpiperidin-4-yl)cyclopropanesulfonamide ClC1=NC=CC(=N1)N1CCC(CC1)(C)NS(=O)(=O)C1CC1